FC1=CC(=NC(=C1)N1CCNC2(CC2)C1)C1=NC2=CC(=NC=C2C=C1)CNC(C1=CC(=C(C=C1)CCO)S(=O)(=O)C)=O N-((2-(4-fluoro-6-(4,7-diazaspiro[2.5]octan-7-yl)pyridin-2-yl)-1,6-naphthyridin-7-yl)methyl)-4-(2-hydroxyethyl)-3-(methylsulfonyl)benzamide